4-(5-(ethylsulfonylamino)-2-((4-fluorophenyl)amino)phenyl)-2,6-dimethylpyridine 1-oxide C(C)S(=O)(=O)NC=1C=CC(=C(C1)C1=CC(=[N+](C(=C1)C)[O-])C)NC1=CC=C(C=C1)F